5-isocyanato-2H-1,3-benzodioxole N(=C=O)C1=CC2=C(OCO2)C=C1